trimethylsiloxybis[tris(trimethylsiloxy)siloxy]silyl-styrene ethyl-2-(6-(dimethylamino)-4-isopropyl-1-oxophthalazin-2(1H)-yl)acetate C(C)OC(CN1C(C2=CC=C(C=C2C(=N1)C(C)C)N(C)C)=O)=O.C[Si](OC(=CC1=CC=CC=C1)[SiH](O[Si](O[Si](C)(C)C)(O[Si](C)(C)C)O[Si](C)(C)C)O[Si](O[Si](C)(C)C)(O[Si](C)(C)C)O[Si](C)(C)C)(C)C